3-[4-[3-[[(3S,4S)-3-fluoro-4-piperidyl]oxy]azetidin-1-yl]-3-methyl-2-oxo-benzimidazol-1-yl]piperidine-2,6-dione F[C@H]1CNCC[C@@H]1OC1CN(C1)C1=CC=CC=2N(C(N(C21)C)=O)C2C(NC(CC2)=O)=O